C[C@@H]1N(C[C@@H](N(C1)C(=O)OCC1=CC=CC=C1)COS(=O)(=O)C)C(=O)OC(C)(C)C 1-benzyl 4-(tert-butyl) (2R,5S)-5-methyl-2-(((methylsulfonyl)oxy)methyl)piperazine-1,4-dicarboxylate